(E)-1-(2-Hydroxyphenyl)-3-(4-phenylmethoxyphenyl)prop-2-en-1-one OC1=C(C=CC=C1)C(\C=C\C1=CC=C(C=C1)OCC1=CC=CC=C1)=O